(E)-4-chlorobutan-2-enoic acid ClC/C=C/C(=O)O